FC1=C(C=C(C=C1)\C=N\NCC(C)C)OC N-[(E)-(4-fluoro-3-methoxy-phenyl)methyleneamino]-2-methyl-propan-1-amine